4,6-dichloro-1-(p-toluenesulfonyl)pyrrolo[2,3-b]pyridine ClC1=C2C(=NC(=C1)Cl)N(C=C2)S(=O)(=O)C2=CC=C(C)C=C2